1-[4-[[2-(1H-indazol-4-yl)-4-(4-morpholinyl)thieno[3,2-d]pyrimidin-6-yl]methyl]-1-piperazinyl]-6-methyl-5-heptene-1,4-dione N1N=CC2=C(C=CC=C12)C=1N=C(C2=C(N1)C=C(S2)CN2CCN(CC2)C(CCC(C=C(C)C)=O)=O)N2CCOCC2